(1-(2-methoxyethyl)-4-(4,4,5,5-tetramethyl-1,3,2-dioxaborolane-2-yl)-1H-pyrazol-5-yl)carbamic acid tert-butyl ester C(C)(C)(C)OC(NC1=C(C=NN1CCOC)B1OC(C(O1)(C)C)(C)C)=O